FC(C(C[C@@H](C(CI)=O)NC(OC(C)(C)C)=O)(C)C)(F)F tert-Butyl (S)-(6,6,6-trifluoro-1-iodo-5,5-dimethyl-2-oxohexan-3-yl)carbamate